p-cyanophenylalanine C(#N)C1=CC=C(C[C@H](N)C(=O)O)C=C1